OC[C@@H](CC(=O)O)OC1=CC(=CC(=C1)C(N[C@H](C)C=1C=NC(=NC1)C(F)(F)F)=O)C=1SC(=CN1)C (3R)-4-hydroxy-3-[3-(5-methyl-1,3-thiazol-2-yl)-5-({(1R)-1-[2-(trifluoromethyl)-pyrimidin-5-yl]ethyl}carbamoyl)phenoxy]butanoic acid